3-(4-{2'-ethoxy-[2,3'-bipyridine]-5-yl}-4-{[(3S)-1-methylpyrrolidin-3-yl]carbamoyl}piperidin-1-yl)-6-(trifluoromethyl)pyridine-2-carboxamide C(C)OC1=NC=CC=C1C1=NC=C(C=C1)C1(CCN(CC1)C=1C(=NC(=CC1)C(F)(F)F)C(=O)N)C(N[C@@H]1CN(CC1)C)=O